4-methoxy-3-[3-(4-methyl-piperazin-1-yl)-propoxy]-phenylamine COC1=C(C=C(C=C1)N)OCCCN1CCN(CC1)C